1-([1,1'-biphenyl]-4-yl)-8-chlorodibenzo[b,d]furan C1(=CC=C(C=C1)C1=CC=CC=2OC3=C(C21)C=C(C=C3)Cl)C3=CC=CC=C3